BrC=1C=C2C(CCOC2=C(C1)C)(F)F 6-bromo-4,4-difluoro-8-methylchromane